COC(C(C1=CC=CC=C1)Br)=O α-bromo-benzeneacetic acid methyl ester